C(CCCC)OC([C@@H](N[P@@](=O)(OC1=CC=CC=C1)OC[C@H]1O[C@@]([C@@H]([C@@H]1O)O)(C#N)C1=CC=C2C(=NC=NN21)N)CC(=O)OCCCCC)=O N-((S)-(((2R,3S,4R,5R)-5-(4-aminopyrrolo[2,1-f][1,2,4]triazine-7-yl)-5-cyano-3,4-dihydroxytetrahydrofuran-2-yl)methoxy)(phenoxy)phosphoryl)-L-aspartic acid-1,4-dipentyl ester